The molecule is an anionic phospholipid that is the conjugate base of 1-palmitoyl-2-azelaoyl-sn-glycero-3-phosphocholine, obtained by deprotonation of the free carboxy group; major species at pH 7.3. It is a monocarboxylic acid anion and an anionic phospholipid. It is a conjugate base of a 1-palmitoyl-2-azelaoyl-sn-glycero-3-phosphocholine. CCCCCCCCCCCCCCCC(=O)OC[C@H](COP(=O)([O-])OCC[N+](C)(C)C)OC(=O)CCCCCCCC(=O)[O-]